3-(4-(dimethylamino)benzamido)-5-(3-(4-methylpiperazin-1-yl)benzoyl)-5,6-dihydropyrrolo[3,4-c]Pyrazole-1(4H)-carboxylic acid ethyl ester C(C)OC(=O)N1N=C(C2=C1CN(C2)C(C2=CC(=CC=C2)N2CCN(CC2)C)=O)NC(C2=CC=C(C=C2)N(C)C)=O